[OH-].[O-2].[Al+3] Aluminium oxid Hydroxide